BrCC1CCN(CC1)C(=O)OC(C)(C)C tert-butyl 4-(bromomethyl)-piperidine-1-carboxylate